(8S,11R,13S,14S,17S)-17-(1,1-difluoroprop-2-yn-1-yl)-17-hydroxy-11-(4-hydroxyphenyl)-13-methyl-1,2,6,7,8,11,12,13,14,15,16,17-dodecahydro-3H-cyclopenta[a]phenanthren-3-one FC(C#C)(F)[C@@]1(CC[C@H]2[C@@H]3CCC4=CC(CCC4=C3[C@H](C[C@]12C)C1=CC=C(C=C1)O)=O)O